ClC1=C(OCCCCCOCC(=O)OC(C)(C)C)C(=CC(=C1)C(C)(C)C1=CC=C(C=C1)O)C#N tert-butyl 2-((5-(2-chloro-6-cyano-4-(2-(4-hydroxyphenyl)propan-2-yl)phenoxy)pentyl)oxy)acetate